(R)-1-indanylamine [C@H]1(CCC2=CC=CC=C12)N